tert-butyl 4-(4-(3-(4-(4-amino-7-cyclopropyl-7H-pyrrolo[2,3-d]pyrimidin-5-yl)-2-fluorophenyl)ureido)-2-(trifluoromethyl)benzyl)-4,7-diazaspiro[2.5]octane-7-carboxylate NC=1C2=C(N=CN1)N(C=C2C2=CC(=C(C=C2)NC(NC2=CC(=C(CN1C3(CC3)CN(CC1)C(=O)OC(C)(C)C)C=C2)C(F)(F)F)=O)F)C2CC2